NCCN(C(C(=O)OC)C1CC1)CC1=C(C=C(C=C1)OC)OC methyl 2-((2-aminoethyl) (2,4-dimethoxybenzyl) amino)-2-cyclopropylacetate